C(C)(C)(C)OOC(C(=O)O)(CCCC)CC.C(C)C(C(=O)O)CCCC 2-ethylhexanoate (tert-butyl peroxy-2-ethylhexanoate)